1-methyl-(2-chloro-4-pyrimidyl)indole CN1C(=CC2=CC=CC=C12)C1=NC(=NC=C1)Cl